5-methyl-2-azabicyclo[3.1.0]hexane CC12CCNC2C1